FC1=NNC2=CC(=C(C=C12)F)/C=C/C(=O)NC=1C=C(C=C(C1C)F)CCC(=O)O (E)-3-(3-(3-(3,5-difluoro-1H-indazol-6-yl)acrylamido)-5-fluoro-4-methylphenyl)propionic acid